Cl.C(CC)N propyl-amine, hydrochloride